5-amino-N-[(dimethylamino)methylidene]-2-[1-(tetrahydro-2H-pyran-2-yl)-1H-pyrazol-4-yl]benzenesulfonamide NC=1C=CC(=C(C1)S(=O)(=O)N=CN(C)C)C=1C=NN(C1)C1OCCCC1